CCCCC/C=C\C/C=C\C/C=C\CCCCCCC(=O)OC[C@H](COP(=O)([O-])OCC[N+](C)(C)C)OC(=O)CCC/C=C\C/C=C\C/C=C\C/C=C\C/C=C\CC 1-(8Z,11Z,14Z-eicosatrienoyl)-2-(5Z,8Z,11Z,14Z,17Z-eicosapentaenoyl)-glycero-3-phosphocholine